1-ethylpyrrolidin C(C)N1CCCC1